CSC1=CC=C(C=C1)/C=C/C(=O)C1=CC=C(C=C1)S(=O)(=O)NCC(=O)O 2-[[4-[(E)-3-(4-Methylsulfanylphenyl)prop-2-enoyl]phenyl]sulfonylamino]acetic acid